3-((5-(tert-butyl)-8-hydroxyquinolin-7-yl)(butyramido)methyl)benzoic acid C(C)(C)(C)C1=C2C=CC=NC2=C(C(=C1)C(C=1C=C(C(=O)O)C=CC1)NC(CCC)=O)O